C1(=CC=CC2=CC=CC=C12)CC1=NC2=C(N1)C=CC=C2 2-(1-naphthylmethyl)-1H-benzimidazole